ClC1=CC=C(C=C1)[C@@]1(N(C(C2=CC(=CC(=C12)F)C(CC)(C1CCNCC1)O)=O)CC1=NC=C(C=N1)Cl)OC (3R)-3-(4-Chlorophenyl)-2-[(5-chloropyrimidin-2-yl)methyl]-4-fluoro-6-[1-hydroxy-1-(piperidin-4-yl)propyl]-3-methoxy-2,3-dihydro-1H-isoindol-1-on